ClC=1C=C(C=CC1C=CC(=O)NCC1=CC2=C(C(N(C2)C2C(NC(CC2)=O)=O)=O)S1)C 3-(3-chloro-4-tolyl)-N-((5-(2,6-dioxopiperidin-3-yl)-6-oxo-5,6-dihydro-4H-thieno[2,3-c]pyrrol-2-yl)methyl)acrylamide